C(C1=CC=CC=C1)(=O)OC1=CC(C)=CC=C1C(C)C Thymyl benzoate